(4-(4-(methylsulfonyl) piperazin-1-yl) benzyl) carbamate C(N)(OCC1=CC=C(C=C1)N1CCN(CC1)S(=O)(=O)C)=O